tert-butyl N-[4-[4-[1-(2,6-dioxo-3-piperidyl)-3-methyl-2-oxo-benzimidazol-5-yl]piperazin-1-yl]cyclohexyl]-N-methyl-carbamate O=C1NC(CCC1N1C(N(C2=C1C=CC(=C2)N2CCN(CC2)C2CCC(CC2)N(C(OC(C)(C)C)=O)C)C)=O)=O